C(C)(C)(C)OC(CP(=O)CCOC(C)(C)C)=O 2-(tert-butoxyethylphosphinyl)-acetic acid tert-butyl ester